5-benzyl-N-((3S,4R)-4-fluoro-1-methyl-2-oxo-2,3,4,5-tetrahydro-1H-benzo[b]azepin-3-yl)isoxazole-3-carboxamide C(C1=CC=CC=C1)C1=CC(=NO1)C(=O)N[C@@H]1[C@@H](CC2=C(N(C1=O)C)C=CC=C2)F